FC1=C(C=CC=C1F)CN1CCCC1CC(N1CCCC1)=O 1-[(2,3-difluorophenyl)methyl]-5-(2-oxo-2-pyrrolidin-1-ylethyl)pyrrolidin